5-(difluoromethyl)-1'-[2-({7-oxo-8-[(cis)-3-hydroxy-3-methylcyclobutyl]-7,8-dihydro-1,8-naphthyridin-3-yl}oxy)ethyl]-1,2-dihydrospiro[indole-3,4'-piperidin]-2-one FC(C=1C=C2C(=CC1)NC(C21CCN(CC1)CCOC=1C=NC=2N(C(C=CC2C1)=O)C1CC(C1)(C)O)=O)F